3-(5-methoxy-1H-pyrrolo[2,3-b]pyridin-2-yl)-1-neopentyl-1H-pyrazolo[3,4-d]pyrimidine-4,6-diamine COC=1C=C2C(=NC1)NC(=C2)C2=NN(C1=NC(=NC(=C12)N)N)CC(C)(C)C